C1(=C(C(=CC(=C1)C)C)C1=C(C=C(C=C1)C1=C(C=C(C=C1C)C)C)[O-])C 2,5-dimesitylphenolate